C(=O)O.COC=1C=C(C=CC1C1=CC=NC=C1)NC1=NC=C(C(=N1)NC=1C=CC2=C(NC(O2)=O)C1)C 5-(2-(3-methoxy-4-(pyridin-4-yl)phenylamino)-5-methylpyrimidin-4-ylamino)benzo[d]oxazol-2(3H)-one formate salt